C(C)N1C[C@H]([C@@H](CC1)C1=CC=C(C=C1)C=1C=C(C2=CN(N=C2C1C)C(C(=O)NC=1SC=CN1)C1=C2N(C=N1)C[C@@H](C2)F)C)F 2-(6-(4-((3S,4S)-1-ethyl-3-fluoropiperidin-4-yl)phenyl)-4,7-dimethyl-2H-indazol-2-yl)-2-((R)-6-fluoro-6,7-dihydro-5H-pyrrolo[1,2-c]imidazol-1-yl)-N-(thiazol-2-yl)acetamide